6-methoxy-4-(trifluoromethyl)pyridin COC1=CC(=CC=N1)C(F)(F)F